5-(6-(3-methyl-2-oxoimidazolin-1-yl)-2-azabicyclo[2.2.1]Heptane-2-yl)pyrazine-2-carboxamide CN1C(N(CC1)C1CC2CN(C1C2)C=2N=CC(=NC2)C(=O)N)=O